N-(4-(1,3,2-dithiarsolan-2-yl)phenyl)-N-benzylpyrrolidine-3-carboxamide S1[As](SCC1)C1=CC=C(C=C1)N(C(=O)C1CNCC1)CC1=CC=CC=C1